N[C@@H]1C[C@H](CC1)C(=O)NCCN1C(C=CC1=O)=O (1S,3S)-3-amino-N-[2-(2,5-dioxo-2,5-dihydro-1H-pyrrol-1-yl)ethyl]cyclopentanecarboxamide